3-methoxy-4-{[3-(4-{[(1R,4R)-4-{2-azaspiro[3.3]heptan-2-yl}cyclohexyl]amino}-1-(2,2,2-trifluoroethyl)-1H-indol-2-yl)prop-2-yn-1-yl]amino}benzene-1-sulfonamide COC=1C=C(C=CC1NCC#CC=1N(C2=CC=CC(=C2C1)NC1CCC(CC1)N1CC2(C1)CCC2)CC(F)(F)F)S(=O)(=O)N